1,4-bis(4,6-dichloro-1,3,5-triazin-2-yl)piperidine ClC1=NC(=NC(=N1)Cl)N1CCC(CC1)C1=NC(=NC(=N1)Cl)Cl